N-(4-amino-1H-pyrazolo[4,3-c]pyridin-7-yl)-2-((2R,5S)-2-(3-((dimethylamino)methyl)phenyl)-5-methylpiperidin-1-yl)-2-oxoacetamide NC1=NC=C(C2=C1C=NN2)NC(C(=O)N2[C@H](CC[C@@H](C2)C)C2=CC(=CC=C2)CN(C)C)=O